4-(pyridin-4-yl)piperazin 2-[3-(2H-benzotriazol-2-yl)-4-hydroxyphenyl]Ethyl-methacrylate N=1N(N=C2C1C=CC=C2)C=2C=C(C=CC2O)CCOC(C(=C)C)=O.N2=CC=C(C=C2)N2CCNCC2